tert-butyl 4-(1-(3-cyano-6-(2-methyl-4-oxo-1-oxa-8-azaspiro[4.5]decan-8-yl)-2-(trifluoromethyl)pyridin-4-yl)azetidin-3-yl)piperazine-1-carboxylate C(#N)C=1C(=NC(=CC1N1CC(C1)N1CCN(CC1)C(=O)OC(C)(C)C)N1CCC2(C(CC(O2)C)=O)CC1)C(F)(F)F